ClC1=CC=C(C(=N1)C(=O)NS(=O)(=O)C)N[C@H](C)C=1C=C(C=C2C(N(C(=NC12)N1C[C@@H](CC1)OC1=CC=C(C=C1)F)C)=O)C 6-chloro-3-(((R)-1-(2-((R)-3-(4-fluorophenoxy)pyrrolidin-1-yl)-3,6-dimethyl-4-oxo-3,4-dihydroquinazolin-8-yl)ethyl)amino)-N-(methylsulfonyl)picolinamide